Methyl 3-(3-acetoxypropyl)-6-chloro-7-(5-(iodomethyl)-1-(4-methoxybenzyl)-3-methyl-1H-pyrazol-4-yl)-1-methyl-1H-indole-2-carboxylate C(C)(=O)OCCCC1=C(N(C2=C(C(=CC=C12)Cl)C=1C(=NN(C1CI)CC1=CC=C(C=C1)OC)C)C)C(=O)OC